tert-butyl (4-((4-(3-((4R,Z)-9-amino-4-((4-hydroxybenzyl)carbamoyl)-2,11,16-trioxo-1-phenyl-3,8,10,12,15-pentaazaoctadec-9-en-1-yl)phenoxy)butyl)carbamoyl)benzyl)carbamate N/C(/NCCC[C@@H](NC(C(C1=CC=CC=C1)C=1C=C(OCCCCNC(=O)C2=CC=C(CNC(OC(C)(C)C)=O)C=C2)C=CC1)=O)C(NCC1=CC=C(C=C1)O)=O)=N/C(NCCNC(CC)=O)=O